(4-acetyl-1-oxo-[1,2,4]triazino[4,5-a]indol-2-yl)-N-pyrimidin-4-yl-acetamide C(C)(=O)C1=NN(C(C=2N1C=1C=CC=CC1C2)=O)CC(=O)NC2=NC=NC=C2